O1[C@H](CCC1)C[C@@H](CCC=C)S(=O)(=O)N (2R)-1-((2R)-TETRAHYDRO-2-FURANYL)-5-HEXENE-2-SULFONAMIDE